isopropyl (trans-4-(5-(2-(N-(tert-butyl)sulfamoyl)-4-isopropoxy phenyl)thiazol-2-yl)cyclohexyl)carbamate C(C)(C)(C)NS(=O)(=O)C1=C(C=CC(=C1)OC(C)C)C1=CN=C(S1)[C@@H]1CC[C@H](CC1)NC(OC(C)C)=O